cyclopentadienylbenzyl acrylate C(C=C)(=O)OC(C1=CC=CC=C1)C1C=CC=C1